C(C1=CC(O)=C(O)C(O)=C1)(=O)OCCCCCCCCCCCCCCCCCCCC n-eicosyl gallate